4-((4-((3-(N-(tert-butyl)sulfamoyl)phenyl)amino)-5-methylpyrimidin-2-yl)amino)-N-(3,4,5-trimethoxyphenyl)benzamide C(C)(C)(C)NS(=O)(=O)C=1C=C(C=CC1)NC1=NC(=NC=C1C)NC1=CC=C(C(=O)NC2=CC(=C(C(=C2)OC)OC)OC)C=C1